COC1=CC=C(CN(S(=O)(=O)C=2C3=CN(N=C3C=C(C2)NC(CC2=CC(=CC=C2)OCCOC)=O)C(F)F)CC2=CC=C(C=C2)OC)C=C1 N-(4-(N,N-bis(4-methoxybenzyl)sulfamoyl)-2-(difluoromethyl)-2H-indazol-6-yl)-2-(3-(2-methoxyethoxy)phenyl)acetamide